FC1=NC=CC(=C1)C=1C=CC(=C(C(=O)NC=2C=NC=CC2)C1)OCC1=CC=CC=C1 5-(2-Fluoro-4-pyridinyl)-2-(phenylmethoxy)-N-3-pyridinyl-benzamide